rel-tert-butyl 3-((2R,4R)-1-(tert-butoxycarbonyl)-2-methylpiperidine-4-carbonyl)-2-methyl-1H-pyrrolo[2,3-c]pyridine-1-carboxylate C(C)(C)(C)OC(=O)N1[C@@H](C[C@@H](CC1)C(=O)C1=C(N(C2=CN=CC=C21)C(=O)OC(C)(C)C)C)C |o1:8,10|